3-bromobenzenesulfonimidamide BrC=1C=C(C=CC1)S(=O)(N)=N